ethyl-5-(5-amino-4-(1H-indole-2-carbonyl)-1H-pyrazol-1-yl)-1H-benzo[d]imidazole-2-carboxylate C(C)OC(=O)C1=NC2=C(N1)C=CC(=C2)N2N=CC(=C2N)C(=O)C=2NC1=CC=CC=C1C2